C(C)(C)(C)N1C2CC[C@H]3[C@@H]4CCC[C@@]4(C)CC[C@@H]3[C@]2(CCC1=O)C N-tertiary butyl-3-oxo-4-aza-androstane